BrC1=C(C=C(C=C1[N+](=O)[O-])CN(C(=O)C=1C=NC(=NC1)C(F)(F)F)C=1C(=NC=CC1)S(=O)(=O)C)F N-[(4-bromo-3-fluoro-5-nitrophenyl)methyl]-N-(2-methanesulfonylpyridin-3-yl)-2-(trifluoromethyl)pyrimidine-5-carboxamide